P.[Ni].[Pd] palladium nickel phosphine